methanesulfonic acid-2-methylpropan-2-yl ester CC(C)(C)OS(=O)(=O)C